5-(N-(2-(4-(3-bromothiophene-2-carbonyl)piperazin-1-yl)phenyl)-N-(4-carboxyphenethyl)sulfamoyl)-3-tolylthiophene-2-carboxylic acid BrC1=C(SC=C1)C(=O)N1CCN(CC1)C1=C(C=CC=C1)N(S(=O)(=O)C=1C=C(C=C(C1)C)C1=C(SC=C1)C(=O)O)CCC1=CC=C(C=C1)C(=O)O